C1=CC1 cis-cyclopropene